2-[7-[[5-(trifluoromethyl)-2-pyridyl]methyl]-2-azaspiro[3.5]nonane-2-carbonyl]-2,5,7-triazaspiro[3.4]octan-6-one FC(C=1C=CC(=NC1)CC1CCC2(CN(C2)C(=O)N2CC3(C2)NC(NC3)=O)CC1)(F)F